1-(7-amino-2,2-dimethyl-2,3-dihydrobenzofuran-4-yl)-N,N-dimethylpiperidin-4-amine NC1=CC=C(C=2CC(OC21)(C)C)N2CCC(CC2)N(C)C